C1(CCCCC1)NC1=CC=C(C=C1)C1=NN2C(SC1)=NN=C2C2=C(C=CC=C2)OCC N-cyclohexyl-4-(3-(2-ethoxyphenyl)-7H-[1,2,4]triazolo[3,4-b][1,3,4]thiadiazin-6-yl)aniline